6-(1-(3-(1H-1,2,3-triazol-1-yl)propanoyl)-1,2,5,6-tetrahydropyridin-3-yl)-7-fluoro-4-(2-methoxy-4-(2-oxopiperazin-1-yl)phenyl)-N,N-dimethyl-1H-indole-2-carboxamide N1(N=NC=C1)CCC(=O)N1CC(=CCC1)C1=CC(=C2C=C(NC2=C1F)C(=O)N(C)C)C1=C(C=C(C=C1)N1C(CNCC1)=O)OC